sodium-sodium vanadium phosphate P(=O)([O-])([O-])[O-].[V+5].[Na+].[Na+]